O=C1OC2=CC(=CC=C2C(=C1)C1=C(C=CC=C1)C)C(=O)N1CC(C1)C(=O)OC methyl 1-(2-oxo-4-(o-tolyl)-2H-chromene-7-carbonyl)azetidine-3-carboxylate